5-bromo-2,3-dimethoxyphenol BrC=1C=C(C(=C(C1)O)OC)OC